2-[4-Hydroxy-3-(trifluoromethoxy)phenyl]-7-(piperazin-1-yl)-4H-pyrido[1,2-a]pyrimidin-4-one OC1=C(C=C(C=C1)C=1N=C2N(C(C1)=O)C=C(C=C2)N2CCNCC2)OC(F)(F)F